C(C1=CC=CC=C1)(C1=CC=CC=C1)N[C@H](C)C1=CC=CC2=CC=CC=C12 N-benzhydryl-(1R)-1-(naphthalen-1-yl)ethylamine